OC1=CC=C(CC2=C(C(=C(C=C2)O)O)O)C=C1 4-(4-hydroxybenzyl)benzene-1,2,3-triol